CC=1C(=NC(=C(C(=O)O)C1C(CBr)=O)Cl)C=1C=NN(C1C1=C(C(=CC(=C1C#N)OC1CC1)Cl)F)C methyl-4-(2-bromoacetyl)-2-chloro-6-(5-(3-chloro-6-cyano-5-cyclopropyloxy-2-fluorophenyl)-1-methyl-1H-pyrazol-4-yl)nicotinic acid